bis(4-hydroxy-2,5-dimethylphenyl)-2-hydroxyphenylmethane OC1=CC(=C(C=C1C)C(C1=C(C=CC=C1)O)C1=C(C=C(C(=C1)C)O)C)C